C(C)C(COP(=O)(OCC(CCCC)CC)[O-])CCCC.C(CCCCCCC)[P+](CCCCCCCC)(CCCCCCCC)CCCCCCCC tetraoctylphosphonium bis(2-ethylhexyl)phosphate